CC(C)C[C@@H](C[C@H](C=C)C)O (4S,6R)-2,6-DIMETHYLOCT-7-EN-4-OL